OCCNC1=C(C(=CC=C1)C)[N+](=O)[O-] 1-β-hydroxyethylamino-3-methyl-2-nitrobenzene